Methyl 2-[(7-chloro-1,6-naphthyridin-2-yl) (piperidin-4-yl)amino]acetate ClC1=NC=C2C=CC(=NC2=C1)N(CC(=O)OC)C1CCNCC1